(4R)-4-[4-[1-(2,6-dioxo-3-piperidinyl)-3-methyl-2-oxo-imidazo[4,5-c]pyridin-4-yl]piperazin-1-yl]-3,3-difluoro-piperidine-1-carboxylic acid tert-butyl ester C(C)(C)(C)OC(=O)N1CC([C@@H](CC1)N1CCN(CC1)C1=NC=CC2=C1N(C(N2C2C(NC(CC2)=O)=O)=O)C)(F)F